[1,3'-bipyridin]-2-one hydrochloride Cl.N1(C(C=CC=C1)=O)C=1C=NC=CC1